4-chloro-N-((2-(6-cyclopropyl-2,3-dihydro-4H-benzo[b][1,4]oxazin-4-yl)-1,6-naphthyridin-7-yl)methyl)-3-(dimethylphosphoryl)benzamide ClC1=C(C=C(C(=O)NCC2=NC=C3C=CC(=NC3=C2)N2C3=C(OCC2)C=CC(=C3)C3CC3)C=C1)P(=O)(C)C